3-(5-(((1S,2S)-2-(3-(4,4-difluorocyclohexyl)azetidin-1-yl)cyclopentyl)oxy)-1-oxoisoindolin-2-yl)piperidine-2,6-dione FC1(CCC(CC1)C1CN(C1)[C@@H]1[C@H](CCC1)OC=1C=C2CN(C(C2=CC1)=O)C1C(NC(CC1)=O)=O)F